C1(CC1)C1=C(C=NC2=CC(=CN=C12)OC)NC(OC(C)(C)C)=O tert-butyl (4-cyclopropyl-7-methoxy-1,5-naphthyridin-3-yl)carbamate